9-(4-((4-amino-5-chloro-2,3-dihydrobenzofuran-7-carboxamido)methyl)piperidin-1-yl)nonanoic acid NC1=C(C=C(C2=C1CCO2)C(=O)NCC2CCN(CC2)CCCCCCCCC(=O)O)Cl